ClC1=CNC2=C(C=CC=C12)NS(=O)(=O)C=1C=C(C(=O)NCCOCCOCCNC2=C3C(N(C(C3=CC=C2)=O)C2C(NC(CC2)=O)=O)=O)C=CC1 3-(N-(3-chloro-1H-indol-7-yl)sulfamoyl)-N-(2-(2-(2-((2-(2,6-dioxopiperidin-3-yl)-1,3-dioxoisoindolin-4-yl)amino)ethoxy)ethoxy)ethyl)benzamide